C(C)OC1(CCNCC1)C1=CC=C(C=C1)C(=O)N1CCC(CC1)C1=CC=C(C=C1)C(F)(F)F (4-(4-ethoxypiperidin-4-yl)phenyl)(4-(4-(trifluoromethyl)phenyl)piperidin-1-yl)methanone